ethane-1,2-diylbis(4,1-phenylene)bis(benzophenone) C(CC1=CC=C(C=C1)C1=C(C(=O)C2=CC=CC=C2)C=CC=C1)C1=CC=C(C=C1)C1=C(C(=O)C2=CC=CC=C2)C=CC=C1